CC=1N=NN2C1C1=C(C(CC2)NC=2C=C(C=CC2)CO)C=C(C=C1)C=1C=NN(C1)C (3-((1-methyl-9-(1-methyl-1H-pyrazol-4-yl)-6,7-dihydro-5H-benzo[c][1,2,3]triazolo[1,5-a]azepin-7-yl)amino)phenyl)methanol